1-(3-bromophenyl)-1-phenylmethanamine hydrochloride Cl.BrC=1C=C(C=CC1)C(N)C1=CC=CC=C1